2-((2-ethyl-6-methylphenyl)amino)-7-methyl-5H-[1,3,4]thiadiazolo[2,3-b]quinazolin-5-one C(C)C1=C(C(=CC=C1)C)NC1=NN2C(=NC3=CC=C(C=C3C2=O)C)S1